C(C)(C)N1CCC2(CC1)C(N(C1=CC(=CC=C12)C=1C=C(C(=O)N)C(=CC1)C)C)=O 3-(1'-isopropyl-1-methyl-2-oxospiro[indolin-3,4'-piperidin]-6-yl)-6-methylbenzamide